O=C1N(CCC(N1)=O)C1=NN(C2=CC(=CC=C12)N1CCC(CC1)(O)CC(=O)O)C 2-[1-[3-(2,4-dioxohexahydropyrimidin-1-yl)-1-methyl-indazol-6-yl]-4-hydroxy-4-piperidinyl]acetic acid